ClC1=C(C=C(C=N1)NC(=O)NC1=C(C=2N(N=C1)C=C(N2)C)C(C)C)C(F)(F)F N-(6-chloro-5-(trifluoromethyl)pyridin-3-yl)-N'-(2-methyl-8-(propan-2-yl)imidazo[1,2-b]pyridazin-7-yl)urea